2-(((αR)-6-(2,5-dioxo-4-(2-phenyl-2-methylpropyl)imidazolidin-1-yl)spiro[3.3]heptan-2-yl)oxy)nicotinamide O=C1N(C(C(N1)CC(C)(C)C1=CC=CC=C1)=O)C1CC2(CC(C2)OC2=C(C(=O)N)C=CC=N2)C1